O=C1OC(C2=CC(=CC=C12)C(=O)OCCOC(C(=C)C)=O)=O 2-(Methacryloyloxy)ethyl 1,3-dioxo-1,3-dihydroisobenzofuran-5-carboxylate